1-(4-(tert-butyl)thiazol-2-yl)-2-cyclopropyl-6-(Methylthio)-1,2-dihydro-3H-pyrazolo[3,4-d]pyrimidin-3-one C(C)(C)(C)C=1N=C(SC1)N1N(C(C=2C1=NC(=NC2)SC)=O)C2CC2